O=C(CC1C2=CC=CC=C2C=2N1C(C1=CC(=CC=C1C2C2=CC=CC=C2)C(F)(F)F)=O)C 7-(2-oxopropyl)-12-phenyl-3-trifluoromethylisoindolo[2,1-b]isoquinolin-5(7H)-one